6-cyclopentylpyrazin-2-amine C1(CCCC1)C1=CN=CC(=N1)N